ClC=1C=C(C=CC1F)C(NC=1C=NC(=C(C1)C(F)(F)F)C)C=1NC(=C(N1)C)S(=O)(=O)C N-[(3-chloro-4-fluorophenyl)-(4-methyl-5-methylsulfonyl-1H-imidazol-2-yl)methyl]-6-methyl-5-(trifluoromethyl)pyridin-3-amine